3-(4-bromo-1H-pyrazol-1-yl)-3-phenylpropionaldehyde BrC=1C=NN(C1)C(CC=O)C1=CC=CC=C1